ethyl-6-[4-[3-(cyclobutylamino)-2-pyridyl]piperazin-1-yl]-2-azaspiro[3.4]-octane-2-carboxylate C(C)OC(=O)N1CC2(C1)CC(CC2)N2CCN(CC2)C2=NC=CC=C2NC2CCC2